(4-(dihexylamino)-3-fluorophenyl)-2,6-dimethylpyrimidine C(CCCCC)N(C1=C(C=C(C=C1)C1=NC(=NC(=C1)C)C)F)CCCCCC